CC1=CC(C(N1)=O)CN1CCOCC1 2,3-dihydro-5-methyl-3-(4-morpholinylmethyl)-pyrroloN